5-(4-chloro-2-fluorophenyl)-2,3-dimethyl-7-((3S)-3-(1H-pyrazol-4-yl)-1-piperidinyl)pyrido[4,3-d]pyrimidin-4(3H)-one ClC1=CC(=C(C=C1)C1=NC(=CC=2N=C(N(C(C21)=O)C)C)N2C[C@@H](CCC2)C=2C=NNC2)F